2-Amino-5-chloro-4-pentenoic acid NC(C(=O)O)CC=CCl